2-chloro-1-(3,7-dimethyloctyl)pyridin-1-ium ClC1=[N+](C=CC=C1)CCC(CCCC(C)C)C